FC(C=1N=C(SC1)N1CCN(CC1)S(=O)(=O)C=1C=C2CCN(C2=CC1)C(=O)C=1C=C(CCNC(OC(C)(C)C)=O)C=CC1)(F)F tert-butyl (3-(5-((4-(4-(trifluoromethyl)thiazol-2-yl)piperazin-1-yl)sulfonyl)indoline-1-carbonyl)phenethyl)carbamate